5-(6-((1S,6R,7R)-7-(aminomethyl)-7-(2-fluorophenyl)-3-azabicyclo[4.1.0]heptan-3-yl)-1H-pyrazolo[3,4-b]pyrazin-3-yl)-N-cyclopropylquinoline-8-carboxamide NC[C@@]1([C@@H]2CCN(C[C@H]12)C1=CN=C2C(=N1)NN=C2C2=C1C=CC=NC1=C(C=C2)C(=O)NC2CC2)C2=C(C=CC=C2)F